1,4-dihydro-2,3-dihydro-1,6-naphthyridine-3-carboxylate N1CC(CC2=CN=CC=C12)C(=O)[O-]